C1=C(C=CC=2SC3=C(C21)C=CC=C3)N3C2=CC=CC=C2C=2C3=CC=C3C1=CC=CC=C1NC23 5-(dibenzo[b,D]thiophen-2-yl)-5,12-dihydroindolo[3,2-a]carbazole